ClC=1C=C(C=CC1F)C(NC=1C=NC=C(C1)C(C)(F)F)C=1NC(=C(N1)S(=O)(=O)C)C N-[(3-chloro-4-fluorophenyl)-(5-methyl-4-methylsulfonyl-1H-imidazol-2-yl)methyl]-5-(1,1-difluoroethyl)pyridin-3-amine